N-(1-bromonaphthalen-2-yl)acetamide BrC1=C(C=CC2=CC=CC=C12)NC(C)=O